1-[(3-cyanooxetan-3-yl)methyl]-3-{4-[(3-[3-cyano-4-(propan-2-yloxy)phenyl]-1-{[2-(trimethylsilyl)ethoxy]methyl}-1H-pyrrolo[2,3-b]pyridin-4-yl)oxy]-3,5-difluorophenyl}urea C(#N)C1(COC1)CNC(=O)NC1=CC(=C(C(=C1)F)OC1=C2C(=NC=C1)N(C=C2C2=CC(=C(C=C2)OC(C)C)C#N)COCC[Si](C)(C)C)F